2-(4-Bromo-3-fluorophenyl)-3-morpholinopropionic acid ethyl ester C(C)OC(C(CN1CCOCC1)C1=CC(=C(C=C1)Br)F)=O